(S)-3-methyl-4-(3-methyl-2-butenyl)piperazine-1-carboxylic acid tert-butyl ester C(C)(C)(C)OC(=O)N1C[C@@H](N(CC1)CC=C(C)C)C